1-(hexahydrocyclopenta[C]pyrrole-2(1H)-yl)-3-(4-methylphenyl)sulfonylurea C1N(CC2C1CCC2)NC(=O)NS(=O)(=O)C2=CC=C(C=C2)C